FC1([C@H](C12CCN(CC2)S(N)(=O)=O)C(=O)N)F (1R)-2,2-difluoro-6-sulfamoyl-6-azaspiro[2.5]octane-1-carboxamide